(2r,3s,5s,6s)-2,3,5,6-tetrakis(3,6-di-tert-butyl-9H-carbazol-9-yl)terephthalonitrile C(C)(C)(C)C=1C=CC=2N(C3=CC=C(C=C3C2C1)C(C)(C)C)C1=C(C#N)C(=C(C(=C1N1C2=CC=C(C=C2C=2C=C(C=CC12)C(C)(C)C)C(C)(C)C)C#N)N1C2=CC=C(C=C2C=2C=C(C=CC12)C(C)(C)C)C(C)(C)C)N1C2=CC=C(C=C2C=2C=C(C=CC12)C(C)(C)C)C(C)(C)C